CN1N=C2N=CC(=CC2=C1)C1=NC2=CC(=CC=C2C=C1)[C@@H](O)C1CCOCC1 (S)-(2-(2-methyl-2H-pyrazolo[3,4-b]pyridin-5-yl)-7-quinolinyl)(tetrahydro-2H-pyran-4-yl)methanol